C(C)(C)C1=C(C=CC=C1)C=1N=C(C2=C(N1)C=CO2)NCC2=CC(=C(C=C2)N2N=C(C=C2C)C(F)(F)F)OC 2-(2-Isopropylphenyl)-N-(3-methoxy-4-(5-methyl-3-(trifluoromethyl)-1H-pyrazol-1-yl)benzyl)furo[3,2-d]pyrimidin-4-amine